Tert-butyl 7-amino-4,4-dimethyl-1,3-dihydroisoquinoline-2-carboxylate NC1=CC=C2C(CN(CC2=C1)C(=O)OC(C)(C)C)(C)C